C1(CC(C(CC1)C(C)C)C1CCC(CC1CC(=O)[O-])C(=C)C)C 6-menthyl-3-iso-propenyl-cyclohexanylacetate